NCC(CN1N=CN(C1=O)C=1C=NC(=CC1)C1=CC=C(C=C1)N1CCNCC1)=C(F)F 2-[2-(aminomethyl)-3,3-difluoro-allyl]-4-[6-(4-piperazin-1-ylphenyl)-3-pyridinyl]-1,2,4-triazol-3-one